ClC1=NC=2N(C(=C1)NC=1C=C(C=C(C1)OC)NC(C=C)=O)N=CC2 N-(3-((5-Chloropyrazolo[1,5-a]pyrimidin-7-yl)amino)-5-methoxyphenyl)acrylamide